(E)-7-(2-methoxyvinyl)-5-(quinolin-3-yl)pyrrolo[2,1-f][1,2,4]Triazine-4-amine CO/C=C/C1=CC(=C2C(=NC=NN21)N)C=2C=NC1=CC=CC=C1C2